C(C1=CC=CC=C1)OC=1C=C2C(=NC1)N=CN2C 6-(Benzyloxy)-1-methyl-1H-imidazo[4,5-b]pyridine